C1(CC1)CN1CC[C@]23CC(N(CC[C@]2([C@H]1CC1=CC=C(C=C13)O)O)CCCN1N=CC(=C1)C)=O (5aS,6R,11bR)-14-(cyclopropylmethyl)-5a,10-dihydroxy-3-(3-(4-methyl-1H-pyrazol-1-yl)propyl)-3,4,5,5a,6,7-hexahydro-6,11b-(epiminoethano)naphtho[1,2-d]azepin-2(1H)-one